O1CCN(CC1)CC=1N=C(C(=NC1)N)N (morpholinomethyl)pyrazine-2,3-diamine